C1(CC1)S(=O)(=O)N1N=CC(=C1)C1=NC=CC(=C1)C1(NC=C(C(=N1)NC(C)C)C1=NN(C=C1)C(F)F)N 2-(2-(1-(Cyclopropylsulfonyl)-1H-pyrazol-4-yl)pyridin-4-yl)-5-(1-(difluoromethyl)-1H-pyrazol-3-yl)-N4-isopropylpyrimidine-2,4-diamine